C(#N)C=1C=CC(=C(C1)C=1CCCC2=C(C1C1=CC=C(C=C1)CC1CN(C1)CCCF)C=CC=C2)C 8-(5-Cyano-2-methylphenyl)-9-(4-((1-(3-fluoropropyl)azetidin-3-yl)methyl)phenyl)-6,7-dihydro-5H-benzo[7]annulen